(R)-lactic acid ((R)-lactate) C([C@H](O)C)(=O)O.C([C@H](O)C)(=O)O